[Na].CNC(C)=O N-methylacetamide sodium salt